ClC=1C=C(C=NC1OC(F)F)C(=O)NCC=1C(=NC=NC1)OC1CC1 5-chloro-N-{[4-(cyclopropyloxy)pyrimidin-5-yl]methyl}-6-(difluoromethoxy)pyridine-3-carboxamide